C1(=CC=CC=C1)P(C1=CC=CC=C1)(C1=CC=CC=C1)[Pd-2](P(C1=CC=CC=C1)(C1=CC=CC=C1)C1=CC=CC=C1)(Cl)Cl Bis(triphenylphosphino)palladium(II) dichloride